BrC=1C=NC=2C(C(CCC2C1)SC1=CC=C(C=C1)F)SC1=CC=C(C=C1)F 3-bromo-7,8-bis((4-fluorophenyl)thio)-5,6,7,8-tetrahydroquinoline